4-([(4-FORMYL-2-METHOXYPHENOXY)ACETYL]AMINO)BENZOIC ACID C(=O)C1=CC(=C(OCC(=O)NC2=CC=C(C(=O)O)C=C2)C=C1)OC